N-(1,3-dihydroxypropan-2-yl)-1-(4-(3-((1r,7r)-3,5-dimethyladamantan-1-yl)ureido)-3-fluorobenzyl)piperidine-4-carboxamide OCC(CO)NC(=O)C1CCN(CC1)CC1=CC(=C(C=C1)NC(=O)NC12CC3(CC(CC(C1)C3)(C2)C)C)F